C(C)(C)(C)OC(=O)N1C2CC(=CC1CC2)C2=CC(=C(C=C2)[N+](=O)[O-])O 3-(3-hydroxy-4-nitrophenyl)-8-azabicyclo[3.2.1]oct-3-ene-8-carboxylic acid tert-butyl ester